(E)-N-(4-(1-(4-(1-(4-((2-(2,6-dioxopiperidin-3-yl)-1-oxoisoindolin-4-yl)thio)butyl)piperidin-4-yl)benzoyl)piperidin-4-yl)butyl)-3-(pyridin-3-yl)acrylamide O=C1NC(CCC1N1C(C2=CC=CC(=C2C1)SCCCCN1CCC(CC1)C1=CC=C(C(=O)N2CCC(CC2)CCCCNC(\C=C\C=2C=NC=CC2)=O)C=C1)=O)=O